3-bromo-6,7-difluoro-2-(hydroxymethyl)-1-methylquinolin-4(1H)-one BrC1=C(N(C2=CC(=C(C=C2C1=O)F)F)C)CO